OC1=C(C=C(C=C1OC)\C=C\C1=CC=C(C=C1)OC)C(C(=C)C)=O (E)-1-(2-hydroxy-3-methoxy-5-(4-methoxystyryl)phenyl)-2-methylprop-2-en-1-one